C(C)(=O)C1NC2C(NC1)=CC=CC2 3-acetyl-1,2,3,4,4a,5-Hexahydrobenzo[b]pyrazine